6-(1-aminocyclopropyl)-N-(2,2,2-trifluoroethyl)pyridin-2-amine NC1(CC1)C1=CC=CC(=N1)NCC(F)(F)F